3-(N',N'-di(2-cyanoethyl)amino)-2-propanol C(#N)CCN(CCC#N)CC(C)O